CN1C(N[C@H](C1)C(=O)O)=O (R)-1-methyl-2-oxoimidazolidine-4-carboxylic acid